(S)-2-((R)-4,4-difluoro-3-(1-methyl-6-oxo-1,6-dihydropyridin-3-yl)piperidin-1-yl)-N-(1-(3,5-difluorobenzyl)-1H-imidazol-4-yl)propanamide FC1([C@@H](CN(CC1)[C@H](C(=O)NC=1N=CN(C1)CC1=CC(=CC(=C1)F)F)C)C1=CN(C(C=C1)=O)C)F